1-(3-chloro-5-fluorophenyl)-3-(3-fluoro-5-(quinoxaline-6-carbonyl)phenyl)urea ClC=1C=C(C=C(C1)F)NC(=O)NC1=CC(=CC(=C1)C(=O)C=1C=C2N=CC=NC2=CC1)F